oxalic acid, ethylammonium salt C(C)[NH3+].C(C(=O)[O-])(=O)[O-].C(C)[NH3+]